FC1=CC=C(C=C1)C1C(C1)C(=O)O 2-(4-fluoro-phenyl)-cyclopropanecarboxylic acid